(4-methyl-2,3-dihydropyrido[3,2-b][1,4]oxazin-7-yl)methanone (2S,5R)-benzyl-2,5-bis(tosyloxymethyl)pyrrolidine-1-carboxylate C(C1=CC=CC=C1)OC(=O)N1[C@@H](CC[C@@H]1COS(=O)(=O)C1=CC=C(C)C=C1)COS(=O)(=O)C1=CC=C(C)C=C1.CN1C2=C(OCC1)C=C(C=N2)C=O